CO[Si](COCC)(CC)OC dimethoxy(ethyl)(ethoxymethyl)silane